OC=1C=CC=2C(=C3C=CC(C=C3OC2C1)=O)C1=C(C(=O)O)C=C(C=C1)CC(C)C 2-(3-hydroxy-6-oxo-9-xanthenyl)-5-(2-methylpropyl)benzoic acid